alanyl-L-alanine N[C@@H](C)C(=O)N[C@@H](C)C(=O)O